2-carboxy-7-((3'-ethyl-[1,1'-biphenyl]-2-yl)oxy)-1,2,3,4-tetrahydronaphthalene C(=O)(O)C1CC2=CC(=CC=C2CC1)OC1=C(C=CC=C1)C1=CC(=CC=C1)CC